12-Hydroxy-7-oxo-8,11,13-abietatrien-18-al CC(C)C1=C(C=C2C(=C1)C(=O)CC3C2(CCCC3(C)C=O)C)O